N-(6-amino-5-methyl-3-pyridyl)-2-[(2R,5S)-5-methyl-2-(1-methyl-4-piperidyl)-1-piperidyl]-2-oxo-acetamide NC1=C(C=C(C=N1)NC(C(=O)N1[C@H](CC[C@@H](C1)C)C1CCN(CC1)C)=O)C